1-Oleoyl-2-myristoyl-sn-glycero-3-phosphocholin C(CCCCCCC\C=C/CCCCCCCC)(=O)OC[C@@H](OC(CCCCCCCCCCCCC)=O)COP(=O)([O-])OCC[N+](C)(C)C